(R)-6-(1-(fluoromethyl)cyclopropyl)-8-(methoxy-d3)-2-methyl-4-((1-(3-(pentafluoro-λ6-sulfanyl)phenyl)ethyl)amino)pyrido[4,3-d]pyrimidine-7(6H)-one FCC1(CC1)N1C=C2C(N=C(N=C2N[C@H](C)C2=CC(=CC=C2)S(F)(F)(F)(F)F)C)=C(C1=O)OC([2H])([2H])[2H]